2-Bromo-6-((4-methoxybenzyl)oxy)pyridin-3-amine BrC1=NC(=CC=C1N)OCC1=CC=C(C=C1)OC